CC=1OC(C(C1OC(C)=O)=O)C acetic acid (2,5-dimethyl-4-oxofuran-3-yl) ester